4-(2-butoxyethyl)phenol C(CCC)OCCC1=CC=C(C=C1)O